O=C1C2=C(N=C(N1)[C@H]1[C@@H](CC1)N1C(COCC1)=O)N(N=C2C#N)[C@H](C)C=2C=NC(=CC2)C(F)(F)F 4-oxo-6-((1R,2R)-2-(3-oxomorpholino)cyclobutyl)-1-((R)-1-(6-(trifluoromethyl)pyridin-3-yl)ethyl)-4,5-dihydro-1H-pyrazolo[3,4-d]pyrimidine-3-carbonitrile